1-([1,1'-biphenyl]-4-ylmethyl)-5-(2-(methylsulfonyl)-6-(trifluoromethyl)pyrimidin-4-yl)pyridin-2(1H)-one C1(=CC=C(C=C1)CN1C(C=CC(=C1)C1=NC(=NC(=C1)C(F)(F)F)S(=O)(=O)C)=O)C1=CC=CC=C1